NC=1C=C(C=C(C1)F)CCN1[C@@H](O[C@H](C1=O)C)C=1C(=NN(C1)C1=CC=C(C=C1)Br)C1=CC=C(C=C1)F (2S,5S)-3-(3-amino-5-fluorophenylethyl)-2-(1-(4-bromophenyl)-3-(4-fluorophenyl)-1H-pyrazol-4-yl)-5-methyl-oxazolidin-4-one